2-((2R,5S)-2-(2-(3-(dimethylamino)propyl)benzo[d]thiazol-5-yl)-5-methylpiperidin-1-yl)-2-oxoacetamide CN(CCCC=1SC2=C(N1)C=C(C=C2)[C@@H]2N(C[C@H](CC2)C)C(C(=O)N)=O)C